(Z)-N-Methyl-2-((5-(methylamino)isoquinolin-1-yl)methylene)hydrazine-1-carbothioamide CNC(=S)N\N=C/C1=NC=CC2=C(C=CC=C12)NC